C(=O)C1CCC(CC1)N1N=C2C=C(C(=CC2=C1)NC(=O)C1=NC(=CC=C1)C(F)(F)F)N1CCOCC1 2-N-[2-(4-formylcyclohexyl)-6-morpholino-indazol-5-yl]-6-(trifluoromethyl)pyridine-2-carboxamide